ClC=1C=C(C=CC1Cl)N1C(CN(CC1)C(=O)C1=CC(NC2=CC=CC=C12)=O)CC 4-(4-(3,4-dichlorophenyl)-3-ethylpiperazine-1-carbonyl)quinolin-2(1H)-one